methyl 2-[(3S)-1-{2-ethyl-6-[5-(hydroxymethyl)-1-methyl-4,5-dihydro-1H-1,2,3-triazol-4-yl]pyridin-3-yl}pyrrolidin-3-yl]-2-methylpropanoate C(C)C1=NC(=CC=C1N1C[C@@H](CC1)C(C(=O)OC)(C)C)C1N=NN(C1CO)C